N2-(pyridin-3-ylmethyl)phthalic acid diamide N1=CC(=CC=C1)CNC(C=1C(C(=O)N)=CC=CC1)=O